C1(=CC=CC=C1)C=1OC2=C(N1)C=CC=C2 2-phenyl-benzoxazole